C(#N)C=1C=C2C(=NC1)C1=NC(=C(C=C1N2)C(=O)NC[C@H](C(C)(C)O)F)NC(C)C (R)-7-cyano-N-(2-fluoro-3-hydroxy-3-methylbutyl)(isopropylamino)-5H-pyrrolo[3,2-b:4,5-b']dipyridine-3-carboxamide